C(#N)C=1C(=C(C=O)C=CC1)OC 3-CYANO-2-METHOXYBENZALDEHYDE